3'-((5-chloro-2-((2-methoxy-4-(4-(4-methylpiperazin-1-yl)piperidin-1-yl)phenyl)amino)pyrimidin-4-yl)amino)-3-hydroxy-[1,1'-biphenyl]-2-carbaldehyde ClC=1C(=NC(=NC1)NC1=C(C=C(C=C1)N1CCC(CC1)N1CCN(CC1)C)OC)NC=1C=C(C=CC1)C=1C(=C(C=CC1)O)C=O